NC=1C2=C(N=C(N1)Cl)N(C=C2)[C@H]2[C@@H]([C@@H]([C@H](C2)C2=CC(=CC(=C2)OC)CN)O)O (1R,2S,3R,5R)-3-(4-amino-2-chloro-7H-pyrrolo[2,3-d]pyrimidin-7-yl)-5-(3-(aminomethyl)-5-methoxyphenyl)cyclopentane-1,2-diol